BrC1=C(C=2C(N(CC(C2N1)CC(F)(F)F)C)=O)C1=CC=CC=C1 2-bromo-5-methyl-3-phenyl-7-(2,2,2-trifluoroethyl)-1,5,6,7-tetrahydro-4H-pyrrolo[3,2-c]pyridin-4-one